CN(C1CCN(CC1)C1=CC(=C(N=N1)C1=CC2=CN(N=C2C=C1)C)C1=CC(=C(C#N)C=C1)F)C 4-(6-(4-(dimethylamino)piperidin-1-yl)-3-(2-methyl-2H-indazol-5-yl)pyridazin-4-yl)-2-fluorobenzonitrile